2-(5-(3-chloro-4-fluorophenyl)-7-cyclopropyl-4-oxo-4,7-dihydro-3H-pyrrolo[2,3-d]pyrimidin-3-yl)acetic acid ClC=1C=C(C=CC1F)C1=CN(C=2N=CN(C(C21)=O)CC(=O)O)C2CC2